FC1(OC2=C(O1)C=CC(=C2)[C@H](C)OC=2C=C(C=CC2F)N2N=C(C=1CCC[C@@H](C21)OC21CC(C2)(C1)CC(=O)O)C(F)(F)F)F 2-[3-[[(7S)-1-[3-[(1S)-1-(2,2-difluoro-1,3-benzodioxol-5-yl)ethoxy]-4-fluoro-phenyl]-3-(trifluoromethyl)-4,5,6,7-tetrahydroindazol-7-yl]oxy]-1-bicyclo[1.1.1]pentyl]acetic acid